methyl-1,4,7,10,13,16,19-heptaazabicyclo[18.5.1]hexacos-22-ene-3,6,9,12,15,18,26-heptone CC1N2CCC=CCC(NC(CNC(CNC(CNC(CNC(CNC1=O)=O)=O)=O)=O)=O)C2=O